(S)-3-methyl-4-(5-nitropyrazin-2-yl)piperazine-1-carboxylic acid tert-butyl ester C(C)(C)(C)OC(=O)N1C[C@@H](N(CC1)C1=NC=C(N=C1)[N+](=O)[O-])C